(S)-2-(1-Acryloylpiperidin-2-yl)-1-amino-4-(4-((4-bromopyridin-2-yl)carbamoyl)phenyl)-1H-imidazol-5-carboxamid C(C=C)(=O)N1[C@@H](CCCC1)C=1N(C(=C(N1)C1=CC=C(C=C1)C(NC1=NC=CC(=C1)Br)=O)C(=O)N)N